OC1=C(C=CC=C1)C=1C=C2N3CCN(C[C@@H]3CNC2=NN1)C1CCN(CC1)C1CCC(CC1)CN1CCN(CC1)C(=O)OC(C)(C)C tert-butyl 4-[[4-[4-[(10S)-4-(2-hydroxyphenyl)-1,5,6,8,12-pentazatricyclo[8.4.0.02,7]tetradeca-2,4,6-trien-12-yl]-1-piperidyl]cyclohexyl]methyl]piperazine-1-carboxylate